O1[C@@H](COCC1)CN1N=C2C3=C(CCC2=C1)OC(=C3C(F)(F)F)C(=O)OCC ethyl 2-{[(2R)-1,4-dioxan-2-yl]methyl}-8-(trifluoromethyl)-4,5-dihydro-2H-furo[2,3-g]indazole-7-carboxylate